FC=1C=C(C=CC1F)N1C(CCCC1=O)C=1N=C2N(C=CC(=C2)C=2C(=NOC2C)C)C1C=1CCN(CC1)C(=O)N(C)C 4-(2-(1-(3,4-difluorophenyl)-6-oxopiperidin-2-yl)-7-(3,5-dimethylisoxazol-4-yl)imidazo[1,2-a]pyridin-3-yl)-N,N-dimethyl-3,6-dihydropyridine-1(2H)-carboxamide